1,1,1-Trimethylolpropane tris(2-mercaptoacetate) SCC(=O)O.SCC(=O)O.SCC(=O)O.C(O)C(CC)(CO)CO